dimethylsilylenebis(2-methylindenyl)zirconium dichloride [Cl-].[Cl-].C[Si](=[Zr+2](C1C(=CC2=CC=CC=C12)C)C1C(=CC2=CC=CC=C12)C)C